(S)-4-(1-(4-((1R,2S)-6-methoxy-2-phenyl-1,2,3,4-tetrahydronaphthalen-1-yl)phenyl)piperidin-4-yl)-3-methylpiperazine-1-carboxylic acid tert-butyl ester C(C)(C)(C)OC(=O)N1C[C@@H](N(CC1)C1CCN(CC1)C1=CC=C(C=C1)[C@H]1[C@H](CCC2=CC(=CC=C12)OC)C1=CC=CC=C1)C